Tert-butyl 2-benzyl-2-((ethylthio)carbonyl)hydrazine-1-carboxylate C(C1=CC=CC=C1)N(NC(=O)OC(C)(C)C)C(=O)SCC